[Mn](=O)(=O)([O-])[O-].[Ni+2].[La+3] lanthanum nickel manganate